1-(6-methoxyisoquinolin-1-yl)-N4-[2-(trifluoromethyl)imidazo[1,2-a]pyridin-5-yl]cyclohexane-1,4-diamine COC=1C=C2C=CN=C(C2=CC1)C1(CCC(CC1)NC1=CC=CC=2N1C=C(N2)C(F)(F)F)N